CS(=O)(CC=1N=C2N(C=C(C=C2)C2=NOC(=N2)C(F)(F)F)C1)=NC=1C=NC=NC1 methyl(pyrimidin-5-ylimino)((6-(5-(trifluoromethyl)-1,2,4-oxadiazol-3-yl)imidazo[1,2-a]pyridin-2-yl)methyl)-λ6-sulfanone